C(C)(C)N1C(=NC2=NC=C(C=C21)C2=CNC1=NC=C(C=C12)C=1C=NC(=CC1)N1CCN(CC1)C)C 1-isopropyl-2-methyl-6-(5-(6-(4-methylpiperazin-1-yl)pyridin-3-yl)-1H-pyrrolo[2,3-b]pyridin-3-yl)-1H-imidazo[4,5-b]pyridine